CC(C)[C@@H](C(=O)O)NC(=O)OCC1=CC=CC=C1 z-Valine